4-fluoro-7-(4-{4-[(piperazin-1-yl)methyl]phenyl}piperidin-1-yl)-1H-indole-3-carbonitrile FC1=C2C(=CNC2=C(C=C1)N1CCC(CC1)C1=CC=C(C=C1)CN1CCNCC1)C#N